(S)-2-(2-chloro-4-(6-((4-cyano-2-fluorobenzyl)oxy)pyridin-2-yl)-5-methylbenzyl)-4-fluoro-1-(oxetan-2-ylmethyl)-1H-benzo[d]imidazole-6-carboxylic acid ClC1=C(CC2=NC3=C(N2C[C@H]2OCC2)C=C(C=C3F)C(=O)O)C=C(C(=C1)C1=NC(=CC=C1)OCC1=C(C=C(C=C1)C#N)F)C